C(C)(C)N1CC2N(C3=C1C=C(C=N3)C(F)(F)F)CCNC2 5-isopropyl-3-(trifluoromethyl)-5,6,6a,7,9,10-hexahydro-8H-pyrazino[1,2-a]pyrido[3,2-e]pyrazin